(3R)-3-(4-Chlorophenyl)-2-[(4-chlorophenyl)methyl]-6-(2-hydroxypropan-2-yl)-3-[(oxolan-3-yl)methoxy]-2,3-dihydro-1H-isoindol-1-on ClC1=CC=C(C=C1)[C@@]1(N(C(C2=CC(=CC=C12)C(C)(C)O)=O)CC1=CC=C(C=C1)Cl)OCC1COCC1